C1(CC1)N1C=C(C2=CC=CC=C12)C1=NC(=NC=C1)NC=1C(=CC(=C(C1)NC(C=C)=O)N(C)CCN(C)C)OC N-(5-((4-(1-cyclopropyl-1H-indol-3-yl)pyrimidin-2-yl)amino)-2-((2-(dimethylamino)ethyl)(methyl)amino)-4-methoxyphenyl)acrylamide